CN1C(N(C=2C1=CC=1C(=NN=C(C1C2)N[C@H](C)C2=C(C(=CC=C2)C(C(C)(C)O)(F)F)F)C)C)=O 1,3,8-trimethyl-5-[[(1R)-1-[3-(1,1-difluoro-2-hydroxy-2-methyl-propyl)-2-fluoro-phenyl]ethyl]amino]imidazo[4,5-g]phthalazin-2-one